6-(4-fluorophenyl)-8-iodoquinazolin-4-ol FC1=CC=C(C=C1)C=1C=C2C(=NC=NC2=C(C1)I)O